CC(C(=O)[O-])(CCCC=1N=NN(C1)CCC)C 2,2-dimethyl-5-(1-propyl-1H-1,2,3-triazol-4-yl)pentanoate